N1=CNC2=NC=CC(=C21)C=2C=NN(C2)C2=CC=C(C=N2)CC(=O)NCC(F)(F)F 2-(6-(4-(3H-imidazo[4,5-b]pyridin-7-yl)-1H-pyrazol-1-yl)pyridin-3-yl)-N-(2,2,2-trifluoroethyl)acetamide